2-Hydroxyethyl 2-((1-oxo-3,4-dihydro-2,7-naphthyridin-2(1H)-yl)methyl)benzofuran-7-carboxylate O=C1N(CCC2=CC=NC=C12)CC=1OC2=C(C1)C=CC=C2C(=O)OCCO